BrC=1C(=C(C=CC1)NC(=S)NC(C1=CC=CC=C1)=O)F N-((3-bromo-2-fluorophenyl)carbamothioyl)benzamide